Methyl 3-(benzo[d][1,3]dioxol-5-yl)-3-(7-hydroxynaphthalen-2-yl)-2-methylpropanoate O1COC2=C1C=CC(=C2)C(C(C(=O)OC)C)C2=CC1=CC(=CC=C1C=C2)O